C(CCCC)NC N-pentylmethylamine